4-((3-(7-(((3S,4R)-3-fluoro-1-methylpiperidin-4-yl)amino)-3-vinyl-2H-indazol-2-yl)prop-2-yn-1-yl)amino)-3-methoxybenzenesulfonamide F[C@H]1CN(CC[C@H]1NC1=CC=CC2=C(N(N=C12)C#CCNC1=C(C=C(C=C1)S(=O)(=O)N)OC)C=C)C